C(C)(C)C1=CNC2=C1N=C(S2)C2CCNCC2 6-isopropyl-2-(piperidin-4-yl)-4H-pyrrolo[3,2-d]Thiazole